thiopyran-dicarbonitrile S1C(C(=CC=C1)C#N)C#N